cyclopentylcyclohexyl-bis(propoxymethyl)silane C1(CCCC1)[Si](COCCC)(COCCC)C1CCCCC1